C(CCC)N(C1CCN(CC1)CC1=CC=C(OC2=CC=C(C=C2)NS(=O)(=O)C)C=C1)C(=O)NC1=CC(=C(C=C1)F)C#N N-[4-(4-{[4-(butyl{[(3-cyano-4-fluorophenyl)amino]carbonyl}amino)piperidin-1-yl]methyl}phenoxy)phenyl]methanesulfonamide